N-(Cyclopropyl(morpholino)((2,4,4-trimethylpentan-2-yl)imino)-λ6-sulfaneylidene)-4-nitrobenzenesulfonamide C1(CC1)S(=NS(=O)(=O)C1=CC=C(C=C1)[N+](=O)[O-])(=NC(C)(CC(C)(C)C)C)N1CCOCC1